rel-(S)-6-cyclobutoxy-N-(1-methyl-1H-pyrazol-3-yl)-2-(tetrahydro-2H-pyran-3-yl)-2H-pyrazolo[3,4-b]pyridine-5-carboxamide C1(CCC1)OC=1C(=CC=2C(N1)=NN(C2)[C@@H]2COCCC2)C(=O)NC2=NN(C=C2)C |o1:14|